O=C1NC(CCC1N1C(C2=CC(=C(C=C2C1=O)N1CCC(CC1)CC(=O)N)F)=O)=O 2-(1-(2-(2,6-dioxopiperidin-3-yl)-6-fluoro-1,3-dioxoisoindolin-5-yl)piperidin-4-yl)acetamide